BrC1=CC=C(C=C1)C1=CC(=CC=C1)OC 1-bromo-4-(3-methoxyphenyl)benzene